N'-diacetylcystine CC(=O)N(C(CSSCC(C(=O)O)N)C(=O)O)C(=O)C